ClC1=CC=CC(=N1)C(=O)NS(=O)(=O)C 6-chloro-N-methylsulfonyl-pyridine-2-carboxamide